CC=1C=C(C=CC1C)C1=CN=C(S1)C(=O)N[C@H]1CS(C=C1)(=O)=O (R)-5-(3,4-dimethylphenyl)-N-(1,1-dioxido-2,3-dihydrothiophen-3-yl)thiazole-2-carboxamide